C(C)(C)C1=CC(=NC=C1)C1=NN=C(O1)NC1=NC=CC=C1C 5-(4-isopropyl-pyridin-2-yl)-N-(3-methyl-pyridin-2-yl)-1,3,4-oxadiazol-2-amine